tert-butyl 4-[5-[(5S)-5-methyl-1-[2-oxo-2-[[1-(2-trimethylsilylethoxymethyl)pyrazolo[4,3-c]pyridin-7-yl]amino]acetyl]-2-piperidyl]-1,3-benzothiazol-2-yl]piperidine-1-carboxylate C[C@H]1CCC(N(C1)C(C(NC=1C2=C(C=NC1)C=NN2COCC[Si](C)(C)C)=O)=O)C=2C=CC1=C(N=C(S1)C1CCN(CC1)C(=O)OC(C)(C)C)C2